4-(4-methoxyphenyl)-2-(((E)-(9-methyl-beta-carbolin-3-yl)methylene)hydrazino)-2,3-dihydrothiazole COC1=CC=C(C=C1)C=1NC(SC1)N/N=C/C=1N=CC=2N(C3=CC=CC=C3C2C1)C